(1-Acetyl-2,3-dihydroindol-6-yl)-2-[4-(2-amino-[1,2,4]triazolo[1,5-a]pyridin-7-yl)pyrazol-1-yl]acetamide C(C)(=O)N1CCC2=CC=C(C=C12)C(C(=O)N)N1N=CC(=C1)C1=CC=2N(C=C1)N=C(N2)N